C[Al]1OCCCC1 methyl-alumoxane